[Cl-].C[N+]1=CC=C(C=C1)C(CCCCCCCC\C=C/CCCCCCCC)CCCCCCCC\C=C/CCCCCCCC N-methyl-4-(dioleyl)methylpyridinium chloride